4-[[(2S,3S,4S,5S)-3-[3,4-Difluoro-2-(trideuteriomethoxy)phenyl]-4,5-dimethyl-5-(trifluoromethyl)tetrahydrofuran-2-carbonyl]amino]-1-oxido-pyridin-1-ium-2-carboxamid FC=1C(=C(C=CC1F)[C@H]1[C@H](O[C@@]([C@H]1C)(C(F)(F)F)C)C(=O)NC1=CC(=[N+](C=C1)[O-])C(=O)N)OC([2H])([2H])[2H]